CO[Si](CCCON=C(C1=CC=CC=C1)C1=CC=CC=C1)(OC)OC benzophenone O-{[3-(trimethoxysilyl)propyl]} oxime